C(C)OC(\C(=C(\C(=C\N(C)C)\C)/OCC)\C#N)=O (2Z,4E)-2-cyano-5-(dimethylamino)-3-ethoxy-4-methylpenta-2,4-dienoic acid ethyl ester